benzyl (S)-6-(4-(methoxycarbonyl) phenyl)-4-phenyl-3,6-dihydropyridine-1(2H)-carboxylate COC(=O)C1=CC=C(C=C1)[C@@H]1C=C(CCN1C(=O)OCC1=CC=CC=C1)C1=CC=CC=C1